N-ethyl-N-methylimidoformamid C(C)N(C=N)C